C(C=C)(=O)NC=1C(=CC(=C(C1)NC1=NC=C(C(=N1)N1CC(C2=NC(=CC=C21)C=C)(C)C)C(=O)OC(C)C)OC)N(C)CCN(C)C isopropyl 2-((5-acrylamido-4-((2-(dimethylamino)ethyl)(methyl)amino)-2-methoxy-phenyl)amino)-4-(3,3-dimethyl-5-vinyl-2,3-dihydro-1H-pyrrolo[3,2-b]pyridin-1-yl)pyrimidine-5-carboxylate